ClC=1C(=CC(=C(C1)NC(=O)N1C2CCC1C(C=1C(=NC=CC12)F)F)F)C(F)(F)F (±)-(9-exo)-N-(5-Chloro-2-fluoro-4-(trifluoromethyl)phenyl)-1,9-difluoro-6,7,8,9-tetrahydro-5H-5,8-epiminocyclohepta[c]pyridine-10-carboxamide